N-(1-(tert-butyl)-6-(4-(tert-butyl)phenyl)-1H-pyrazolo[3,4-d]pyrimidin-4-yl)-5-nitrothiophene-2-carboxamide C(C)(C)(C)N1N=CC=2C1=NC(=NC2NC(=O)C=2SC(=CC2)[N+](=O)[O-])C2=CC=C(C=C2)C(C)(C)C